dipropylbismuthanyloxy(dipropyl)bismuthane C(CC)[Bi](O[Bi](CCC)CCC)CCC